allyl 8-(5-(2-(benzyloxy)-1-(3-cyclohexylphenyl)ethyl)-1,3,4-oxadiazol-2-yl)-2,6-diazaspiro[3.4]octane-6-carboxylate C(C1=CC=CC=C1)OCC(C1=CC(=CC=C1)C1CCCCC1)C1=NN=C(O1)C1CN(CC12CNC2)C(=O)OCC=C